OC1=CC=C(COCC2=CC(=C(C=C2)O)OC)C=C1 4-(((4-hydroxybenzyl)oxy)methyl)-2-methoxyphenol